NCC[SiH2]OC(OCCC)OCCC 2-aminoethyl-(dipropoxymethoxysilane)